4-[3-(3-Methoxy-2-[[6-oxo-5-(trifluoromethyl)-1-[[2-(trimethylsilyl)ethoxy]methyl]-1,6-dihydropyridazin-4-yl]propoxy]propanoyl)piperazin-1-yl]pyridine-3-carbonitrile COCC(C(=O)C1CN(CCN1)C1=C(C=NC=C1)C#N)OCCCC=1C=NN(C(C1C(F)(F)F)=O)COCC[Si](C)(C)C